2-(3-(5-cyclopropyl-1,2,4-oxadiazol-3-yl)phenyl)malonyl chloride C1(CC1)C1=NC(=NO1)C=1C=C(C=CC1)C(C(=O)Cl)C(=O)Cl